2-(3-methoxystyryl)benzoic acid COC=1C=C(C=CC2=C(C(=O)O)C=CC=C2)C=CC1